OB1OC(CC1)COC1=NC=CC(=C1)C=1C(=C2CCCC2=CC1)NC(=O)NS(=O)(=O)C N-((5-(2-((2-hydroxy-1,2-oxaborolan-5-yl)methoxy)pyridin-4-yl)-2,3-dihydro-1H-inden-4-yl)carbamoyl)methanesulfonamide